5-chloro-4-[(3R)-3-(2-hydroxyethyl)piperazin-1-yl]-2-(4-pyridinyl)-1H-pyrimidin-6-one ClC1=C(N=C(NC1=O)C1=CC=NC=C1)N1C[C@H](NCC1)CCO